FC=1C=C2C3=C(NC2=C(C1)NC)N=CC(=C3N3CCCC3)C=3C=C1C(C(=CN(C1=NC3)C)C(=O)O)=O 6-[6-fluoro-8-(methylamino)-4-pyrrolidin-1-yl-9H-pyrido[2,3-b]indol-3-yl]-1-methyl-4-oxo-1,8-naphthyridine-3-carboxylic acid